4-(2-fluoropyridin-4-yl)-1-(3-(pyridin-4-yl)bicyclo[1.1.1]pentan-1-yl)piperidin-2-one FC1=NC=CC(=C1)C1CC(N(CC1)C12CC(C1)(C2)C2=CC=NC=C2)=O